4-{2-cyclopropyl-6-[5-(hydroxymethyl)-1,3-benzooxazol-2-yl]Pyridin-4-yl}-3-(4-methyl-1,2,4-triazol-3-yl)benzonitrile C1(CC1)C1=NC(=CC(=C1)C1=C(C=C(C#N)C=C1)C1=NN=CN1C)C=1OC2=C(N1)C=C(C=C2)CO